COC=1C=C2C(=NC=NC2=CC1OCCCN1CCCCC1)N1CCN(CC1)C(=O)NC1=CC=C(C=C1)OC(C)C 4-[6-Methoxy-7-(3-piperidin-1-ylpropoxy)quinazolin-4-yl]-N-(4-propan-2-yloxyphenyl)piperazine-1-carboxamide